3-[(4-Chlorophenyl)amino]-4-{[2-(3,4-dimethylphenyl)ethyl]amino}cyclobut-3-ene-1,2-dione ClC1=CC=C(C=C1)NC=1C(C(C1NCCC1=CC(=C(C=C1)C)C)=O)=O